ClC1=NC(=CC(=N1)NC1=CC(=C(C=C1)F)Cl)Cl 2,6-dichloro-N-(3-chloro-4-fluorophenyl)pyrimidine-4-amine